N,N-dimethyl-2-((2-(3-(1-(4-methyl-4H-1,2,4-triazol-3-yl)propan-2-yl)phenyl)-7-(trifluoromethyl)-1H-benzo[d]imidazol-6-yl)oxy)ethan-1-amine CN(CCOC=1C=CC2=C(NC(=N2)C2=CC(=CC=C2)C(CC2=NN=CN2C)C)C1C(F)(F)F)C